C(C)(C)(C)C1=CC=C(C=C1)NC1C(CC2(OCCO2)CC1)C N-(4-(tert-butyl)phenyl)-7-methyl-1,4-dioxaspiro[4.5]decan-8-amine